C1(CCCC1)C=1C=NC(=NC1)NC(C1=C(C=CC(=C1)[N+](=O)[O-])SC1=CC(=CC=C1)OC)=O N-(5-cyclopentylpyrimidin-2-yl)-2-[(3-methoxyphenyl)sulfanyl]-5-nitrobenzamide